pentaethoxyniobium C(C)O[Nb](OCC)(OCC)(OCC)OCC